C(CCCCCCCCCCCCCCCCC)N1C=C(C(C=C1)=O)OCC=C N-octadecyl-3-(2-propen-1-yloxy)-pyridin-4-one